COC1(CNC1)COC1=NOC(=C1C1=CC=2N(C=C1)N=C(C2)NC2=NC=CN=C2)C 5-[3-[(3-methoxyazetidin-3-yl)methoxy]-5-methyl-isoxazol-4-yl]-N-pyrazin-2-yl-pyrazolo[1,5-a]pyridin-2-amine